ETHYL 2-(2-METHYLPROPANOYL)-5-OXO-HEXANOATE Potassium tert-butoxide CC(C)(C)[O-].[K+].CC(C(=O)C(C(=O)OCC)CCC(C)=O)C